2-(4-benzyl-1-(tert-Butoxycarbonyl)piperazin-2-yl)acetic acid C(C1=CC=CC=C1)N1CC(N(CC1)C(=O)OC(C)(C)C)CC(=O)O